3,5-dibromo-4'-trifluoromethylsalicylanilide BrC1=C(C(C(=O)NC2=CC=C(C=C2)C(F)(F)F)=CC(=C1)Br)O